FC1=C(OC[C@@H](/C=C/[C@H]2[C@@H](C[C@@H]3OC[C@H](CC[C@@H]32)CC(=O)OC(C)C)O)O)C=C(C=C1)F 2-Propanyl {(3R,5aR,6R,7R,8aS)-6-[(1E,3R)-4-(2,5-difluorophenoxy)-3-hydroxy-1-buten-1-yl]-7-hydroxyoctahydro-2H-cyclopenta[b]oxepin-3-yl}acetate